N1(N=CN=C1)C1CCC(CC1)C=O (1s,4s)-4-(1H-1,2,4-triazol-1-yl)cyclohexane-1-carbaldehyde